N-[5-(3-chloro-4-fluorophenylamino)-pyrazolo[1,5-a]pyrimidin-3-yl]4-{4-[bis-(2-chloroethyl)-amino]-phenyl}-butyramide ClC=1C=C(C=CC1F)NC1=NC=2N(C=C1)N=CC2NC(CCCC2=CC=C(C=C2)N(CCCl)CCCl)=O